C1(CCCC1)C1=C(C(=O)N(C)C)C=C(C=C1)NC(C1=C(C=CC(=C1)[N+](=O)[O-])SC1=NN=NN1C)=O 2-cyclopentyl-N,N-dimethyl-5-[2-[(1-methyl-1H-1,2,3,4-tetrazol-5-yl)sulfanyl]-5-nitrobenzamido]benzamide